5-bromo-2,4-dichloro-3-nitropyridine BrC=1C(=C(C(=NC1)Cl)[N+](=O)[O-])Cl